3,4-dichloro-2-[(1-methyl-1H-pyrazol-4-yl)(pyridin-4-yl)methyl]phenol ClC=1C(=C(C=CC1Cl)O)C(C1=CC=NC=C1)C=1C=NN(C1)C